ON1CCCCC1 hydroxy-piperidine